N-(5-(N-(tert-butyl)sulfamoyl)-5,6-dihydro-4H-pyrrolo[3,4-d]thiazol-2-yl)-4-(5-cyano-2-methoxyphenyl)-6-methylnicotinamide C(C)(C)(C)NS(=O)(=O)N1CC=2N=C(SC2C1)NC(C1=CN=C(C=C1C1=C(C=CC(=C1)C#N)OC)C)=O